OC=1C(=CC=NC1)S(=O)(=O)NC1CC(C1)O 5-hydroxy-N-(3-hydroxycyclobutyl)pyridine-4-sulfonamide